FC(C1=NN=C(S1)C1=C(C(=CC=2N(C(NC21)=O)CCF)F)S(=O)(=O)NC2(CC2)CF)F [5-(difluoromethyl)-1,3,4-thiadiazol-2-yl]-6-fluoro-1-(2-fluoroethyl)-N-[1-(fluoromethyl)cyclopropyl]-2-oxo-benzimidazole-5-sulfonamide